ClC1=C(C=C(OCC(=O)N[C@H]2CC[C@@H](N(C2)C(=O)OC(C)(C)C)C=2OC3=C(N2)C=CC(=C3)OC(F)F)C=C1)F tert-butyl (2R,5S)-5-[2-(4-chloro-3-fluoro-phenoxy) acetamido]-2-[6-(difluoro-methoxy)-1,3-benzoxazol-2-yl]piperidine-1-carboxylate